C[C@H]1C=C(CCN1C(=O)OC(C)(C)C)OS(=O)(=O)C(F)(F)F tert-butyl (S)-6-methyl-4-(((trifluoromethyl) sulfonyl) oxy)-3,6-dihydropyridine-1(2H)-carboxylate